N-((6-(dimethylamino)pyridin-2-yl)methyl)-6',8'-difluoro-4'-oxo-3',4'-dihydro-1'H-spiro[piperidine-4,2'-quinoline]-1-carboxamide CN(C1=CC=CC(=N1)CNC(=O)N1CCC2(NC3=C(C=C(C=C3C(C2)=O)F)F)CC1)C